4-chloro-2-cyclopropyloxy-5-fluorobenzonitrile ClC1=CC(=C(C#N)C=C1F)OC1CC1